5,7-dihydroxyl-2-methyl-chromone OC1=C2C(C=C(OC2=CC(=C1)O)C)=O